(2RS,4R)-4-fluoro-1-[2-(5-methyl-1H-1,2,3,4-tetrazol-1-yl)acetyl]-N-[(S)-phenyl[4-(propan-2-yl)phenyl]methyl]pyrrolidine-2-carboxamide F[C@@H]1C[C@@H](N(C1)C(CN1N=NN=C1C)=O)C(=O)N[C@H](C1=CC=C(C=C1)C(C)C)C1=CC=CC=C1 |&1:3|